The molecule is an icosenoic acid having a cis- double bond at position 13. It has a role as a mouse metabolite, a rat metabolite and a plant metabolite. CCCCCC/C=C\\CCCCCCCCCCCC(=O)O